[1-(2,3-dichlorobenzenesulfonyl)piperidin-3-yl] N-methyl-N-[1-(2-methoxypyrimidin-4-yl)piperidin-4-yl]carbamate CN(C(OC1CN(CCC1)S(=O)(=O)C1=C(C(=CC=C1)Cl)Cl)=O)C1CCN(CC1)C1=NC(=NC=C1)OC